3-aminomethyl-3-[bis(phenylmethyl)amino]oxetane NCC1(COC1)N(CC1=CC=CC=C1)CC1=CC=CC=C1